BrC1=CC=C(C(=O)C2=C3N(C=4C=C(C(=CC24)C(=O)OC)[N+](=O)[O-])CCCN3)C=C1 10-(4-bromobenzoyl)-8-methoxycarbonyl-7-nitro-1,2,3,4-tetrahydropyrimido[1,2-a]indole